2-(5-(7,8-dimethyl-[1,2,4]triazolo[1,5-a]pyridin-6-yl)-4-isopropyl-1H-pyrazol-3-yl)-4-methyl-5-(piperidin-4-yl)thiazole CC1=C(C=2N(C=C1C1=C(C(=NN1)C=1SC(=C(N1)C)C1CCNCC1)C(C)C)N=CN2)C